CN1CC(CCC1)NC1=NN=C(C2=CC=CC=C12)C1=C(C=C(C=C1)C#C[Si](C)(C)C)O 2-(4-((1-Methylpiperidin-3-yl)amino)phthalazin-1-yl)-5-((trimethylsilyl)ethynyl)phenol